ClC=1C(=NC(=C(C1)F)C1=C(C=C(C=C1)S(=O)(=O)C)F)C(=O)OC Methyl 3-chloro-5-fluoro-6-(2-fluoro-4-(methylsulfonyl) phenyl)picolinate